C(C=C)[C@]1([C@H](N([C@@H]2CC([C@H]12)O)C(=O)OCC1=CC=CC=C1)C(=O)OC)C (1R,3S,4R-5R)-2-benzyl 3-methyl 4-allyl-6-hydroxy-4-methyl-2-azabicyclo[3.2.0]heptane-2,3-dicarboxylate